P(OCCOC1=C(C=C(C=C1)Cl)Cl)(OCCOC1=C(C=C(C=C1)Cl)Cl)OCCOC1=C(C=C(C=C1)Cl)Cl tris[2-[2,4-dichlorophenoxy] ethyl] phosphite